C(C)OC=1C2=CC=CC=C2C(=C2C=CC=CC12)OCC 9,10-diethoxyanthracene